1-(4,6-dichloropyridin-3-yl)-N-methyl-methylamine ClC1=C(C=NC(=C1)Cl)CNC